ClC1=CC=2C(OCCC=3C=C(N=CC3C=3C=CC(=C(NS(C(=C1OC)C2)(=O)=O)C3)OC(F)(F)F)F)=O 14-chloro-5-fluoro-15-methoxy-17,17-dioxo-20-(trifluoromethoxy)-10-oxa-17λ6-thia-4,18-diazatetracyclo[17.3.1.112,16.02,7]tetracosa-1(23),2(7),3,5,12(24),13,15,19,21-nonaen-11-one